BrC1=CC=C(C=C1)C[C@H](N)C(=O)O 3-(4-bromophenyl)alanine